C(C)(C)(C)OC(N[C@@H](C(=O)NCC1=C(C(=CC=C1)Cl)F)COC)=O (R)-(1-((3-chloro-2-fluorophenylmethyl)amino)-3-methoxy-1-oxopropan-2-yl)carbamic acid tert-butyl ester